DiMethyl-Tin DiNeodecanoate C(CCCCCC(C)(C)C)(=O)[O-].C(CCCCCC(C)(C)C)(=O)[O-].C[Sn+2]C